7-(benzyloxy)quinolin-4-ol C(C1=CC=CC=C1)OC1=CC=C2C(=CC=NC2=C1)O